C(#C)C1=CC(=CC(=C1)F)F 1-Ethynyl-3,5-difluorobenzol